FC1=CC2=C(N=CS2)C=C1NC1=C2C(=NC=C1)SC(=C2)C=2C(N(CC2)C(=O)OCC2=CC=CC=C2)C benzyl 3-(4-((6-fluorobenzo[d]thiazol-5-yl) amino) thieno[2,3-b]pyridin-2-yl)-2-methyl-2,5-dihydro-1H-pyrrole-1-carboxylate